N1CC[C@@H](CCC1)OC=1C=2N(C=C(N1)C1=CN=C(S1)C)N=CC2 (R)-5-(4-(azepan-4-yloxy)pyrazolo[1,5-a]pyrazin-6-yl)-2-methylthiazole